3-(5-cyclopropyl-2-methylpyrazol-3-yl)oxy-4-[5-(morpholin-4-ylmethyl)pyridin-2-yl]benzonitrile C1(CC1)C=1C=C(N(N1)C)OC=1C=C(C#N)C=CC1C1=NC=C(C=C1)CN1CCOCC1